1-((2S,3R,4S)-2-ethyl-3-methyl-4-(4-pentyl-1H-1,2,3-triazol-1-yl)-6-(trifluoromethyl)-3,4-dihydroquinolin-1(2H)-yl)ethan-1-one C(C)[C@@H]1N(C2=CC=C(C=C2[C@H]([C@@H]1C)N1N=NC(=C1)CCCCC)C(F)(F)F)C(C)=O